C(C=C)OC(=O)NC(CC)O (allyloxycarbonylamino)-1-propanol